1-(4-hydroxyphenyl)-2-((3aR,5s,6aS)-5-(pyridin-3-yloxy)hexahydrocyclopenta[c]pyrrol-2(1H)-yl)ethanone OC1=CC=C(C=C1)C(CN1C[C@@H]2[C@H](C1)CC(C2)OC=2C=NC=CC2)=O